C(C(O)CO)(=O)[O-].[Co+2].[Ni+2].C(C(O)CO)(=O)[O-].C(C(O)CO)(=O)[O-].C(C(O)CO)(=O)[O-] nickel-cobalt glycerate